mercaptoaluminum hydroxide [OH-].S[Al+2].[OH-]